O1CCC(CC1)NC(=O)C1=CC(=CC=2N(C=NC21)CC(F)(F)F)C#CCNC=2C(OC)=CC=C(C2)S(=O)(=O)C N-(tetrahydro-2H-pyran-4-yl)-6-[3-(4-mesyl-2-anisidino)-1-propynyl]-1-(2,2,2-trifluoroethyl)-1H-benzo[d]imidazole-4-carboxamide